5-chloro-8-nitro-[1,2,4]triazolo[4,3-a]quinazoline ClC1=NC=2N(C3=CC(=CC=C13)[N+](=O)[O-])C=NN2